N1C=C(C2=CC=CC=C12)CC1=CNC2=CC(=CC=C12)C(=O)O 3-((1H-indol-3-yl)methyl)-1H-indole-6-carboxylic acid